CC1(OC(C(C(O1)=O)=CNC1=CC(=CC=C1)OC)=O)C 2,2-dimethyl-5-[(3-methoxyphenyl-amino)methylene]-1,3-dioxane-4,6-dione